NCCN1C(=C(C(C=C1)=O)OC)C 1-(2-aminoethyl)-2-methyl-3-methoxypyridin-4-one